NC=1C=CC2=C(CN(C[C@H](O2)CC)CC2=CC(=CC=3C=CSC32)[C@H](CC(=O)OCC)C=3C(=C2C(=NC3)N(N=N2)C)C)N1 Ethyl (3S)-3-(7-{[(2R)-7-amino-2-ethyl-2,3-dihydropyrido[2,3-f][1,4]oxazepin-4(5H)-yl] Methyl}-1-benzothiophen-5-yl)-3-(3,7-dimethyl-3H-[1,2,3]triazolo[4,5-b]pyridin-6-yl)propanoate